C1(CC1)C1=NNC(=C1)NC([C@H](C)C1=NN(C=C1)C1=CC(=C(C=C1)F)F)=O (R)-N-(3-cyclopropyl-1H-pyrazol-5-yl)-2-(1-(3,4-difluorophenyl)-1H-pyrazol-3-yl)propanamide